ClC1=C(C=C2C=C(N=CC2=C1)NC(=O)[C@H]1[C@@H]([C@@H]1C=1C=NN(C1)C)C)N1CCN(CC1)[C@]1(COC[C@H]1F)C (1S,2R,3S)-N-[7-chloro-6-[4-((3S,4S)-4-fluoro-3-methyl-tetrahydrofuran-3-yl)piperazin-1-yl]-3-isoquinolinyl]-2-methyl-3-(1-methylpyrazol-4-yl)cyclopropanecarboxamide